FC(C(=O)O)(F)F.O1CCNCCC1C=O (1,4-oxazepan-7-yl)methanone trifluoroacetic acid salt